tert-butyl 4-[6-[5-isopropoxy-2-(2-trimethylsilylethoxymethyl)indazol-3-yl]pyrimidin-4-yl]piperazine-1-carboxylate C(C)(C)OC1=CC2=C(N(N=C2C=C1)COCC[Si](C)(C)C)C1=CC(=NC=N1)N1CCN(CC1)C(=O)OC(C)(C)C